C(C)N[C@H]([C@@H](O)C1=CC=C(C=C1)C)C (1S,2S)-2-(ethylamino)-1-(p-tolyl)propan-1-ol